(R)-2-((8-amino-7-fluoro-6-(7-hydroxy-6,7-dihydro-5H-cyclopenta[c]pyridin-4-yl)isoquinolin-3-yl)amino)-6-isopropyl-5,6-dihydro-4H-pyrazolo[1,5-d][1,4]diazepin-7(8H)-one NC=1C(=C(C=C2C=C(N=CC12)NC1=NN2CC(N(CCC2=C1)C(C)C)=O)C=1C2=C(C=NC1)[C@@H](CC2)O)F